calcium bis(tetrahydrofuran) borohydride [BH4-].O1CCCC1.O1CCCC1.[Ca+2].[BH4-]